COC1(CCC23C(CCC2C(C1C3)(C)C)C)C octa-hydro-6-methoxy-3,6,8,8-tetramethyl-1H-3a,7-methanoazulene